5-bromo-4-methyl-2-(3-(methylsulfonyl)propoxy)pyridine BrC=1C(=CC(=NC1)OCCCS(=O)(=O)C)C